FC1=CC=C(C=C1)C(N1C[C@@H](N(C[C@H]1C)C1=CC(N(C=2C=CC(=NC12)C#N)C)=O)C)C1=CC(=CC=C1)N1CCOCC1 8-[(2s,5r)-4-[(4-fluorophenyl)[3-(morpholin-4-yl)phenyl]methyl]-2,5-dimethylpiperazin-1-yl]-5-methyl-6-oxo-5,6-dihydro-1,5-naphthyridine-2-carbonitrile